C1(CCCCC1)C1=C(N=C(S1)N1C([C@@H]2N(CCNC2)CC1)=O)COC (R)-8-(5-Cyclohexyl-4-(methoxymethyl)thiazol-2-yl)-9-oxooctahydro-2H-pyrazino[1,2-a]pyrazin